OC(CC12CC(C1)(C2)NC(OCC2=CC=CC=C2)=O)(C)C benzyl N-[3-(2-hydroxy-2-methylpropyl)bicyclo[1.1.1]pentan-1-yl]carbamate